5-(octahydroquinoxalin-1(2H)-yl)isoindoline-1,3-dione N1(CCNC2CCCCC12)C=1C=C2C(NC(C2=CC1)=O)=O